tert-butyl 4-((1H-imidazol-1-yl)sulfonyl)piperazine-1-carboxylate N1(C=NC=C1)S(=O)(=O)N1CCN(CC1)C(=O)OC(C)(C)C